1-(5-((3-(4'-fluoro-3,4,5,6-tetrahydro-[1,1'-biphenyl]-2-carbonyl)-3,6-diazabicyclo[3.1.1]heptane-6-yl)methyl)-1-oxoisoindolin-2-yl)dihydropyrimidine-2,4(1H,3H)-dione FC1=CC=C(C=C1)C1=C(CCCC1)C(=O)N1CC2N(C(C1)C2)CC=2C=C1CN(C(C1=CC2)=O)N2C(NC(CC2)=O)=O